NC1=NC=2C3=C(C(CC2C=N1)(C)C)C(=NN3)C(=O)NC=3SC=C(N3)CC(=O)O (2-{[(8-amino-4,4-dimethyl-4,5-dihydro-1H-pyrazolo[4,3-H]quinazolin-3-yl)carbonyl]amino}-1,3-thiazol-4-yl)acetic acid